ClC1=CC=C(C=C1)S(=O)(=O)NCC=1N=NN(C1)CC1=CC=C(C=C1)NC(C(CC(C)C)C(NO)=O)=O N-[4-[[4-[[(4-Chlorophenyl)sulfonylamino]methyl]triazol-1-yl]methyl]phenyl]-2-(hydroxycarbamoyl)-4-methyl-pentanamide